C(CCCCCCCCCCC)(=O)[O-].C(CCC)N1C=[N+](C=C1)C 1-butyl-3-methylimidazolium laurate